COC1=C(C=CC=C1)N1N=CC=2C(C1=O)=C(N(C2C)C2=CC(=CC=C2)OC)C 2-(2-Methoxyphenyl)-6-(3-methoxyphenyl)-5,7-dimethyl-2,6-dihydro-1H-pyrrolo[3,4-d]pyridazin-1-one